3-(oxetan-3-yloxy)-1H-pyrazol O1CC(C1)OC1=NNC=C1